C(C)OC1=CC(=C(C(=C1)F)B(O)O)F (4-ethoxy-2,6-difluorophenyl)boronic acid